2-(difluoromethyl)-5-(2-((5-(thiophen-2-yl)-2H-tetrazol-2-yl)methyl)pyrimidin-5-yl)-1,3,4-oxadiazole FC(C=1OC(=NN1)C=1C=NC(=NC1)CN1N=C(N=N1)C=1SC=CC1)F